C(C)(C)(C)[Si](C)(C)OCCOC1=CC=C(C=C1)C#C tert-butyl-(2-(4-ethynylphenoxy)ethoxy)dimethylsilane